3-(2-((1r,3r,5r,7r)-dispiro[adamantane-2,3'-[1,2,4,5]tetraoxane-6',1''-cyclohexan]-4''-yl)-N-tetradecylacetamido)propanoate C12(CCC(CC1)CC(=O)N(CCCCCCCCCCCCCC)CCC(=O)[O-])OOC1(OO2)C2CC3CC(CC1C3)C2